FC1=C(C(=CC=C1)OC)C1=CC(=NC=C1C(=O)NC=1SC(=NN1)OCC1=NC=C(C=C1)C(C)(C)OC)C 4-(2-fluoro-6-methoxyphenyl)-N-(5-((5-(2-methoxypropan-2-yl)pyridin-2-yl)methoxy)-1,3,4-thiadiazol-2-yl)-6-methylnicotinamide